N(=C=O)CC1C2C(CC(C1)C2)CN=C=O 2,6-Bis(isocyanatomethyl)bicyclo[2.2.1]heptan